3,7-Bis-(piperazin-4-ium-1-yl)phenothiazin-5-ium chloride [Cl-].N1(CC[NH2+]CC1)C=1C=CC2=NC3=CC=C(C=C3[S+]=C2C1)N1CC[NH2+]CC1.[Cl-].[Cl-]